CC1=C(C=CC=C1C)N1CCN(CC1)C(CN1N=C(C2=C1C[C@@H]1[C@H]2C1)C(=O)C1NCCC(C1)N1C(CCC1)=O)=O 1-{2-[(3bR,4aR)-1-{2-[4-(2,3-dimethylphenyl)piperazin-1-yl]-2-oxoethyl}-3b,4,4a,5-tetrahydro-1H-cyclopropa[3,4]cyclopenta[1,2-c]pyrazole-3-carbonyl]piperidin-4-yl}pyrrolidin-2-one